BrC=1N=C2C(=NC1)N=C(S2)NC(=O)C=2C=NC(=CC2C2=C(C=CC=C2)OC)C(F)(F)F N-(6-bromothiazolo[4,5-b]pyrazin-2-yl)-4-(2-methoxyphenyl)-6-(trifluoromethyl)pyridine-3-carboxamide